CSC1=NC=C(C(=N1)NC1CCOCC1)C=O 2-methylsulfanyl-4-(tetrahydropyran-4-ylamino)pyrimidine-5-carbaldehyde